ClC1=C(C=CC=C1N1N=C2CN(CCC2=C1)C(C)C)C1=C(C(=CC=C1)C=1OC2=C(N1)C=C(C=C2C#N)CN2C[C@@H](CC2)C(=O)O)C (R)-1-((2-(2'-chloro-3'-(6-isopropyl-4,5,6,7-tetrahydro-2H-pyrazolo[3,4-c]pyridin-2-yl)-2-methylbiphenyl-3-yl)-7-cyanobenzo[d]oxazol-5-yl)methyl)pyrrolidine-3-carboxylic acid